trichloro(dimethylamino)silane copper-aluminum fluorine [F].[Al].[Cu].Cl[Si](N(C)C)(Cl)Cl